4-methyl-N-(3,4,5-trimethoxybenzyl)aniline CC1=CC=C(NCC2=CC(=C(C(=C2)OC)OC)OC)C=C1